7-chloro-N-(6-(4,5-dimethyl-1H-imidazol-1-yl)-5-methoxypyridin-3-yl)isoquinolin-4-amine phosphoric acid salt P(O)(O)(O)=O.ClC1=CC=C2C(=CN=CC2=C1)NC=1C=NC(=C(C1)OC)N1C=NC(=C1C)C